C1(=CC=CC=C1)[S+](C1=CC=C(C=C1)C)C1=CC=CC=C1 Diphenyl-p-tolyl-sulfonium